CS(=O)(=O)N1CCC(CC1)NC=1N=CC2=C(N1)NC(C(C2)=CC#C)=O ((1-(methylsulfonyl)piperidin-4-yl)amino)-6-(propynyl-1-yl)pyrido[2,3-d]pyrimidin-7(8H)-one